O=C1NC(CCC1C1=CC=C(C=C1)N1CCC(CC1)N(C)CC1CCC(CC1)C=1N=C2N(C=C(C(=C2)OC(C)C)NC(=O)C2=NC(=CC=C2)C(F)(F)F)C1)=O N-[2-[4-[[[1-[4-(2,6-dioxo-3-piperidyl)phenyl]-4-piperidyl]-methyl-amino]methyl]cyclohexyl]-7-isopropoxy-imidazo[1,2-a]pyridin-6-yl]-6-(trifluoromethyl)pyridine-2-carboxamide